ClC=1C=C(OCC=2N(C(=NN2)[C@@H]2CC[C@H](CC2)C=O)C)C=CC1 trans-4-{5-[(3-chlorophenoxy)methyl]-4-methyl-4H-1,2,4-triazol-3-yl}cyclohexanecarboaldehyde